C(C)(C)(C)OC(=O)N1CCN(CC1)C1=NC=C(C=C1)C=1C=2N(C=C(C1)C=1C=NN(C1)C)N=CC2C#N 4-(5-(3-cyano-6-(1-methyl-1H-pyrazol-4-yl)pyrazolo[1,5-a]pyridin-4-yl)pyridin-2-yl)piperazine-1-carboxylic acid tert-butyl ester